6-(((1-aminoisoquinolin-6-yl)methyl)amino)nicotinic acid methyl ester COC(C1=CN=C(C=C1)NCC=1C=C2C=CN=C(C2=CC1)N)=O